C(=O)(O)CC(CCC[Si](OC)(OC)OC)S 1-carboxy-2-mercapto-5-(trimethoxysilyl)pentane